C(C)N(C=NC1=C(C=C(C(=C1)C)N=S(=O)(C1=CC(=CC=C1)OC)C(C)C)C)C N-ethyl-N'-(4-((isopropyl(3-methoxyphenyl)(oxo)-λ6-sulfaneylidene)amino)-2,5-dimethylphenyl)-N-methylformimidamide